ClC=1C=C(C(=O)N2CC=3C(=NN4C3C(N(C[C@H]4C)C(C)C4=NC=CC(=C4)F)=O)C[C@H]2C)C=CC1Cl (3R,7R)-2-(3,4-dichlorobenzoyl)-9-(1-(4-fluoropyridin-2-yl)ethyl)-3,7-dimethyl-1,2,3,4,8,9-hexahydropyrido[4',3':3,4]pyrazolo[1,5-a]pyrazin-10(7H)-one